4-[5-[1-(Fluoromethyl)cyclopropyl]-1,2,4-oxadiazol-3-yl]benzoic acid FCC1(CC1)C1=NC(=NO1)C1=CC=C(C(=O)O)C=C1